[Si](C)(C)(C(C)(C)C)O[C@@H]1[C@H](CCCC1)NC1=C(C(=CC=C1)F)F N-((1S,2S)-2-((tert-butyldimethylsilyl)oxy)cyclohexyl)-2,3-difluoroaniline